C(C)OC1=CC=C(C=C1)NC(=O)C1=CNC2=CC=CC=C2C1=O N-(4-ethoxyphenyl)-4-oxo-1H-quinoline-3-carboxamide